(1s,5r)-4-(2-(biphenyl-4-yl)vinyl)-6,6-dimethylbicyclo[3.1.1]hept-3-en-2-one C1(=CC=C(C=C1)C=CC1=CC([C@@H]2C([C@H]1C2)(C)C)=O)C2=CC=CC=C2